1-hydroxyimidazole ON1C=NC=C1